6-chloro-N-[5-(2,2-difluoroethoxy)-4,6-dimethoxy-pyrimidin-2-yl]-7-pyridazin-3-yl-1H-indole-3-sulfonamide ClC1=CC=C2C(=CNC2=C1C=1N=NC=CC1)S(=O)(=O)NC1=NC(=C(C(=N1)OC)OCC(F)F)OC